CC1=CC2=C(N=CS2)C=C1 6-methylbenzo[d]Thiazole